silver-zinc titanium dioxide [O-2].[O-2].[Ti+4].[Zn+2].[Ag+]